N-[(3R)-1-ethyl-3-piperidinyl]-1-methyl-7-[2-(2-trimethylsilylethoxymethoxy)-3-bicyclo[4.2.0]oct-1(6),2,4-trienyl]pyrazolo[3,4-d]pyridazin-4-amine C(C)N1C[C@@H](CCC1)NC1=C2C(=C(N=N1)C1=C(C=3CCC3C=C1)OCOCC[Si](C)(C)C)N(N=C2)C